O1C=CC=2C(=NC=CC21)C2=CC=C(C(=O)NC13CCC(CC1)(CC3)O)C=C2 4-(furo[3,2-c]pyridin-4-yl)-N-(4-hydroxybicyclo[2.2.2]oct-1-yl)benzamide